(R)-2-hydroxypropanoic acid O[C@@H](C(=O)O)C